OC1=C(CN(C2=CC=CC=C12)C1=CC=CC=C1)C(C(F)(F)F)=O 4-hydroxy-1-phenyl-3-(2,2,2-trifluoroethan-1-on-1-yl)quinolin